N1N=NN=C1C1=CC=C(C(=O)O)C=C1 4-(1H-tetrazol-5-yl)benzoic acid